Hentriacontane-16-on CCCCCCCCCCCCCCCC(CCCCCCCCCCCCCCC)=O